(±)-2-(4-aminopyrazol-1-yl)propionitrile NC=1C=NN(C1)[C@@H](C#N)C |r|